(S)-2-(4-(6-((6-carbamoyl-4-fluoropyridin-3-yl)methoxy)pyridin-2-yl)-2,5-difluorobenzyl)-1-(oxetan-2-ylmethyl)-1H-benzo[d]imidazole-6-carboxylic acid C(N)(=O)C1=CC(=C(C=N1)COC1=CC=CC(=N1)C1=CC(=C(CC2=NC3=C(N2C[C@H]2OCC2)C=C(C=C3)C(=O)O)C=C1F)F)F